C(C1CO1)N(C1=CC=CC=C1)CC1CO1 N,N-bis(2,3-epoxypropyl)aniline